COC([C@@H](NC(=O)OCC1=CC=CC=C1)CCO)=O N-carbobenzoxy-L-homoserine methyl ester